N[C@@H]1CNC(CC1)(C)C (S)-3-amino-(6,6-dimethyl)piperidine